3-phenylpropyl methacrylate C(C(=C)C)(=O)OCCCC1=CC=CC=C1